{3-(4-fluorophenyl)-4-[6-(2-methyl-1,3-thiazol-5-yl)furo[2,3-d]pyrimidin-4-yl]-1H-pyrazol-1-yl}-1λ6-thietane-1,1-dione FC1=CC=C(C=C1)C1=NN(C=C1C=1C2=C(N=CN1)OC(=C2)C2=CN=C(S2)C)C2S(CC2)(=O)=O